OC=1C=C(C(C(=O)O)O)C=CC1 3-Hydroxymandelic acid